CC1=NN(C([C@]12[C@@H](N(C1=CC=CC=C1[C@@H]2C=C)C2=C(C=CC=C2)C)C2=C(C=CC=C2)C)=O)C2=CC=CC=C2 (2'S,4R,4'S)-3-methyl-1-phenyl-2'-(o-tolyl)-1'-tolyl-4'-vinyl-1',4'-dihydro-2'H-spiro[pyrazole-4,3'-quinolin]-5(1H)-one